C1(=CC=CC=C1)S(=O)(=O)C1=CC=C(C=C1)C1CN(C1)C(=O)N1C[C@H](CC1)C(=O)N (3S)-1-[3-[4-(Benzenesulfonyl)phenyl]azetidine-1-carbonyl]pyrrolidine-3-carboxamide